N[C@H]1[C@@H](CCCC1)NC=1N=NC(=C(N1)C)C1=CC=C2C(C=CS2)=C1O 5-(3-(((1R,2R)-2-aminocyclohexyl)amino)-5-methyl-1,2,4-triazin-6-yl)benzothiophene-4-ol